C1(=CC=CC=C1)C1=C(C=2N=C3C=4C(=CC=C3OC2C=C1)N=C1C=CC=CC14)C1=C(C=CC=C1)C=1C(=CC=CC1)C1=CC=CC=C1 phenyl-(terphenylyl)indolophenoxazine